C(C=C)(=O)N1[C@H](CN(C[C@H]1C)C1=NC(N2C3=C(C(=C(C=C13)C(F)(F)F)C1=C(C(=C(C(=C1[2H])[2H])[2H])[2H])[2H])SC[C@@H]2COC)=O)C (S)-7-((3S,5R)-4-acryloyl-3,5-dimethylpiperazin-1-yl)-3-(methoxymethyl)-10-(phenyl-d5)-9-(trifluoromethyl)-2,3-dihydro-5H-[1,4]thiazino[2,3,4-ij]quinazolin-5-one